(4-(4-bromobenzyl)piperazin-1-yl)(1-methyl-6-((5-(3-(4-(trifluoromethyl)phenyl)-1,2,4-oxadiazol-5-yl)pyrazin-2-yl)oxy)-1H-indol-2-yl)methanone BrC1=CC=C(CN2CCN(CC2)C(=O)C=2N(C3=CC(=CC=C3C2)OC2=NC=C(N=C2)C2=NC(=NO2)C2=CC=C(C=C2)C(F)(F)F)C)C=C1